(S)-(3-Aminopiperidin-1-yl)(3-(4-(5-fluoro-3,3-dimethylindolin-1-yl)pyrido[3,2-d]pyrimidin-6-yl)phenyl)methanone tricyclo[5.4.0.02,4]Undec-1(7),8,10-triene-8-formate C1=2C3CC3CCC2C(=CC=C1)C(=O)O.N[C@@H]1CN(CCC1)C(=O)C1=CC(=CC=C1)C=1C=CC=2N=CN=C(C2N1)N1CC(C2=CC(=CC=C12)F)(C)C